N-((4-((5-((3S,4S)-4-amino-3-methyl-2-oxa-8-azaspiro[4.5]decan-8-yl)pyrazin-2-yl)thio)-3-chloro-pyridin-2-yl)carbamoyl)-3,5-dimethylisoxazole-4-sulfonamide N[C@@H]1[C@@H](OCC12CCN(CC2)C=2N=CC(=NC2)SC2=C(C(=NC=C2)NC(=O)NS(=O)(=O)C=2C(=NOC2C)C)Cl)C